C(CCCCCCCCCCC)(=O)N[C@@H](CC1=CC=C(C=C1)O)C(=O)O dodecanoyl-L-tyrosine